ClC1=C(C=C(C=C1)F)[C@H]([C@H](C)C=1N(C(C(=C(N1)C(=O)NC=1C=NOC1)O)=O)C)C1=NC(=CN=C1C)C 2-((1s,2s)-1-(2-chloro-5-fluorophenyl)-1-(3,6-dimethylpyrazin-2-yl)propan-2-yl)-5-hydroxy-N-(isoxazol-4-yl)-1-methyl-6-oxo-1,6-dihydropyrimidine-4-carboxamide